((6-((7,9-difluoro-2-methyl-5H-pyrimido[5,4-b]indol-5-yl)methyl)pyridin-3-yl)methyl)phosphonic acid FC=1C=C(C=2C3=C(N(C2C1)CC1=CC=C(C=N1)CP(O)(O)=O)C=NC(=N3)C)F